FC1=C2C=CNC2=CC(=C1OC=1C=CC(=C(C1)C1=NC(=NN1CCO)C(C)C=1C(=C(C=CC1)CCC(=O)OC)F)O)F methyl 3-[3-[1-[5-[5-[(4,6-difluoro-1H-indol-5-yl)oxy]-2-hydroxy-phenyl]-1-(2-hydroxyethyl)-1,2,4-triazol-3-yl]ethyl]-2-fluoro-phenyl]propanoate